(1R,3S,4R)-N1-{[4-(5,6-dimethoxypyridazin-3-yl)phenyl]methyl}-4-methoxy-N3-methyl-N3-[6-(2,2,2-trifluoroethyl)thieno[2,3-d]pyrimidin-4-yl]cyclopentane-1,3-diamine Hydrochloride Cl.COC=1C=C(N=NC1OC)C1=CC=C(C=C1)CN[C@@H]1C[C@@H]([C@@H](C1)OC)N(C=1C2=C(N=CN1)SC(=C2)CC(F)(F)F)C